BrC1=CC=2C(=NN(C2)[C@H]2[C@H](CN(CC2)C(=O)OC(C)(C)C)F)S1 tert-butyl (3S,4R)-4-{5-bromothieno[2,3-c]pyrazol-2-yl}-3-fluoropiperidine-1-carboxylate